4-((2S)-4-(1H-pyrazol-1-yl)piperidin-2-yl)benzoate N1(N=CC=C1)C1C[C@H](NCC1)C1=CC=C(C(=O)[O-])C=C1